3-((4-fluoro-1-methylpyrrolidin-3-yl)oxy)-1-((2-(trimethylsilyl)ethoxy)methyl)-1H-pyrazol-4-amine FC1C(CN(C1)C)OC1=NN(C=C1N)COCC[Si](C)(C)C